CN(C1CCC(CC1)NC=1C=C2C(=CN1)OC(=C2OS(=O)(=O)C(F)(F)F)C(=O)OC)[C@@H]2COCC2 methyl (S)-5-((4-(methyl(tetrahydrofuran-3-yl)amino)cyclohexyl)amino)-3-(((trifluoromethyl)sulfonyl)oxy)furo[2,3-c]pyridine-2-carboxylate